(S)-N-((R)-(6-(allyloxy)-2,3,4-trichlorophenyl)(piperidin-4-yl)methyl)-2-methylpropane-2-sulfinamide C(C=C)OC1=CC(=C(C(=C1[C@H](N[S@@](=O)C(C)(C)C)C1CCNCC1)Cl)Cl)Cl